C(C)[Si](OC1=CC=CC=C1)(OCC)OCC ethyl-diethoxyphenoxysilane